2-(3-Methoxy-1-(3-oxoisoindolin-5-yl)cyclobutyl)acetohydrazide COC1CC(C1)(C=1C=C2C(NCC2=CC1)=O)CC(=O)NN